C1(CC1)CN1C(=CC2=CC=C(C=C12)N1CCC(CC1)S(=O)(=O)C)C1=NN2C(C(=CC(=C2)C(=O)N2C[C@@H](C[C@H](C2)F)N)OC)=C1C (3R,5R)-1-{2-[1-(Cyclopropylmethyl)-6-(4-methanesulfonylpiperidin-1-yl)-1H-indol-2-yl]-4-methoxy-3-methylpyrazolo[1,5-a]pyridine-6-carbonyl}-5-fluoropiperidin-3-amine